FC=1C=C2NC(C=3N(C2=C(C1)C)C=NN3)(C)C 7-fluoro-4,4,9-trimethyl-5H-[1,2,4]triazolo[4,3-a]quinoxaline